COC=CC(=O)OC methyl β-methoxy-acrylate